FC(C)[C@H]1N(CC(C1)C1=CC=C(C=C1)C(F)(F)F)C1=CC=C(C#N)C=C1 4-((2S)-2-(1-fluoroethyl)-4-(4-(trifluoromethyl)phenyl)pyrrolidin-1-yl)benzonitrile